N-((1r,3s)-3-((tert-butyldimethylsilyl)oxy)-3-ethylcyclobutyl)-2-(2-cyclopropyl-7-isopropyl-4-oxopyrazolo[1,5-d][1,2,4]triazin-5(4H)-yl)acetamide [Si](C)(C)(C(C)(C)C)OC1(CC(C1)NC(CN1N=C(N2C(C1=O)=CC(=N2)C2CC2)C(C)C)=O)CC